FC1=C(C(=O)O)C(=CC=C1)C=1SC=CN1 2-fluoro-6-(1,3-thiazol-2-yl)benzoic acid